ethyl 4-((4-hydroxyphenyl) (phenyl) methyl)-6-methyl-7-oxo-1-tolyl-6,7-dihydro-1H-pyrrolo[2,3-c]pyridine-2-carboxylate OC1=CC=C(C=C1)C(C=1C2=C(C(N(C1)C)=O)N(C(=C2)C(=O)OCC)C2=C(C=CC=C2)C)C2=CC=CC=C2